COC1=CC=C(C=C1)COC(C#CC1=NC=C(C=C1)OC1CC(C1)OC1OCCCC1)C 2-[3-[(4-methoxyphenyl)methoxy]but-1-ynyl]-5-(3-tetrahydropyran-2-yloxycyclobutoxy)pyridine